BrC1=C(C2=CC=C(C=C2C=C1)Cl)O 2-Bromo-6-chloro-1-naphthol